C(#C)C=1C=NC2=C(C=C(C=C2C1)OC(C(=O)NCCC)CC)C 2-[(3-ethynyl-8-methyl-6-quinolinyl)oxy]-N-propylbutyramide